N,N-Dibenzyl-1,2-ethandiamin C(C1=CC=CC=C1)N(CCN)CC1=CC=CC=C1